3-[2-[tert-butyl(dimethyl)silyl]oxyethoxy]-2-(5,5-dimethyl-1,3,2-dioxaborinan-2-yl)benzaldehyde [Si](C)(C)(C(C)(C)C)OCCOC=1C(=C(C=O)C=CC1)B1OCC(CO1)(C)C